bis(dimethylamino)methylene-1H-1,2,3-triazolo(4,5-b)pyridinium 3-oxide hexafluorophosphate F[P-](F)(F)(F)(F)F.CN(C)C(N(C)C)=[N+]1N=[N+](C2=NC=CC=C21)[O-]